N-[6-(2,2-difluoroethoxy)-5-fluoro-2-methoxy-3-pyridinyl]tetrahydronaphthalene-5-sulfonamide FC(COC1=C(C=C(C(=N1)OC)NS(=O)(=O)C=1C=2CCCCC2C=CC1)F)F